NC=1C2=C(N=CN1)N(C(=C2C2=CC(=C(C=C2)OC2=NC(=CC=C2)C)OC)C2=CC=C(C=C2)N(C(C=C)=O)C)C N-(4-(4-amino-5-(3-methoxy-4-(6-methylpyridin-2-yloxy)phenyl)-7-methyl-7H-pyrrolo[2,3-d]pyrimidin-6-yl)phenyl)-N-methylacrylamide